methyl 6-(piperazin-1-yl)pyridazine-3-carboxylate hydrochloride Cl.N1(CCNCC1)C1=CC=C(N=N1)C(=O)OC